NC1(CC(C(=CC1)C1=CC=CC=C1)(C(F)(F)F)C(F)(F)F)N 4,4-diamino-2,2-bistrifluoromethylbiphenyl